NC1=C(C2=C(S1)C([C@@](CC2)(C2=CC=CC=C2)C#N)=O)C(=O)O (S)-2-Amino-6-cyano-7-oxo-6-phenyl-4,5,6,7-tetrahydrobenzo[b]thiophene-3-carboxylic acid